phenyl-sulfonium tetrakis(pentafluorophenyl)borate dimethylhexamethylenedicarbamate CN(C([O-])=O)CCCCCCN(C([O-])=O)C.FC1=C(C(=C(C(=C1[B-](C1=C(C(=C(C(=C1F)F)F)F)F)(C1=C(C(=C(C(=C1F)F)F)F)F)C1=C(C(=C(C(=C1F)F)F)F)F)F)F)F)F.C1(=CC=CC=C1)[SH2+].C1(=CC=CC=C1)[SH2+].C1(=CC=CC=C1)[SH2+]